C(C)(C)(C)OC(=O)N[C@H](C(=O)OC)CC1=CC(=C(C=C1)OC)B1OC(C(O1)(C)C)(C)C (S)-Methyl 2-((tert-butoxycarbonyl)amino)-3-(4-methoxy-3-(4,4,5,5-tetramethyl-1,3,2-dioxaborolan-2-yl)phenyl)propanoate